3-cyclopropyl-4-(3-methyl-4-methanesulfonyl-phenyl)-1-tetrahydropyran-2-yl-pyrazolo[4,3-b]pyridin-5-one C1(CC1)C1=NN(C2=C1N(C(C=C2)=O)C2=CC(=C(C=C2)S(=O)(=O)C)C)C2OCCCC2